O(C(C)C)C1=CC2=CN(N=C2C=C1)COCC[Si](C)(C)C 2-[(5-isopropoxylindazol-2-yl)methoxy]ethyl-trimethyl-silane